(R)-tert-butyl 4-methyl-2-vinyl-6,7-dihydrothiazolo[5,4-c]pyridine-5(4H)-carboxylate C[C@H]1N(CCC2=C1SC(=N2)C=C)C(=O)OC(C)(C)C